ClC=1C=C(C=C(C1)Cl)C1=CC=CC(=C1)C1=CC=CC=C1 2-(3,5-Dichlorophenyl)-4,4'-biphenyl